O1C(CCCC1)N1N=CC=C1CN (1-(tetrahydro-2H-pyran-2-yl)-1H-pyrazol-5-yl)methanamine